CO[C@@H]1CN(CCC1)C=1C=C(C=CC1)C=1N=C(SC1)NC(CNC(OC(C)(C)C)=O)=O (S)-tert-butyl (2-((4-(3-(3-methoxypiperidin-1-yl)phenyl)thiazol-2-yl)amino)-2-oxoethyl)carbamate